tert-butyl 7-((4-methoxybenzyl)amino)-8-methyl-2,3-dihydro-1H-pyrido[2,3-b][1,4]oxazine-1-carboxylate COC1=CC=C(CNC2=C(C3=C(OCCN3C(=O)OC(C)(C)C)N=C2)C)C=C1